4-(9-ethyl-3-ethynyl-6,6-dimethyl-11-oxo-6,11-dihydro-5H-benzo[b]carbazol-8-yl)piperazine-1-carboxylic acid tert-butyl ester C(C)(C)(C)OC(=O)N1CCN(CC1)C=1C(=CC2=C(C(C=3NC4=CC(=CC=C4C3C2=O)C#C)(C)C)C1)CC